(5S)-1-acetyl-5-(1-ethoxyethyl-oxy)-piperidine-2,2-dicarboxylic acid diethyl ester C(C)OC(=O)C1(N(C[C@H](CC1)OC(C)OCC)C(C)=O)C(=O)OCC